CCCCCCC/C=C/CCCCCCCCCOC[C@H](COP(=O)([O-])OCC[N+](C)(C)C)OC(=O)C 1-(10E-octadecenyl)-2-acetyl-sn-glycero-3-phosphocholine